6-bromo-1-(4-fluorobenzyl)-4-methyl-2-oxo-1,2-dihydro-1,8-naphthyridine-3-carboxylic acid BrC=1C=C2C(=C(C(N(C2=NC1)CC1=CC=C(C=C1)F)=O)C(=O)O)C